O=C1NC(CCC1N1C(C2=CC=CC(=C2C1=O)NC1CCC(CC1)CN1N=CC(=C1)C(=O)O)=O)=O 1-{[(1r,4r)-4-{[2-(2,6-dioxopiperidin-3-yl)-1,3-dioxo-2,3-dihydro-1H-isoindol-4-yl]amino}cyclohexyl]methyl}-1H-pyrazole-4-carboxylic acid